Guaiacyl acetate CC(=O)OC1=CC=CC=C1OC